CC=1C(=CC2=C(C(CCO2)=O)C1)C 6,7-dimethyl-3,4-dihydro-2H-1-benzopyran-4-one